(1R,2R,4S,6S)-6-(2-aminopropane-2-yl)-2-(hydroxymethyl)-2-(methoxymethyl)quinuclidin-3-one NC(C)(C)[C@@H]1C[C@H]2C([C@](N1CC2)(COC)CO)=O